O.[Mn].[Li] lithium manganese water